BrCCC(=O)OC(C)(C)C tertiary butyl 3-bromopropanoate